3-(((1-((2-methylpyrimidin-5-yl)amino)isoquinolin-6-yl)oxy)methyl)oxetane-3-carbonitrile CC1=NC=C(C=N1)NC1=NC=CC2=CC(=CC=C12)OCC1(COC1)C#N